C1C=CC=C2C3=CC=4C=C5C=CC=NC5=CC4C12CCN3 5,12b-(epiminoethano)naphtho[2,1-g]quinoline